OC1=C(C=CC(=C1)C(C)C)C1(C(C2=CC=CC=C2C1=O)=O)NC(CCCC)=O pentanoic acid [2-(2-hydroxy-4-isopropylphenyl)-1,3-dioxo-indan-2-yl]-amide